C(C)(C)(C)OC(=O)N1C(=NC2=C1C=CC=C2)C(C2=CC=C(C=C2)C)=O 1-tert-butoxycarbonyl-2-(4-methylbenzoyl)-benzimidazole